ClC1=C(C=C2C=NC(=NC2=C1)C1CN(CC1)C(C=C)=O)C1=C2C=NNC2=CC=C1C 7-Chloro-6-(5-methyl-1H-indazol-4-yl)-2-[1-(prop-2-enoyl)pyrrolidin-3-yl]quinazolin